4-((9-(cis-3-cyanocyclobutyl)-7-ethyl-8-oxo-8,9-dihydro-7H-purin-2-yl)amino)-2-fluoro-5-methylbenzamide C(#N)[C@H]1C[C@H](C1)N1C2=NC(=NC=C2N(C1=O)CC)NC1=CC(=C(C(=O)N)C=C1C)F